N-vinyl-normal propyl-amide C(=C)[N-]CCC